COC1=C(C=CC(=C1)N1N=CC=C1)NC1=CC=NC2=CC(=CC=C12)C N-(2-methoxy-4-(1H-pyrazol-1-yl)phenyl)-7-methylquinolin-4-amine